4-DIFLUOROMETHOXY-3-METHYL-BENZENEBORONIC ACID FC(OC1=C(C=C(C=C1)B(O)O)C)F